2-((S)-2,2-dimethyltetrahydro-2H-pyran-4-yl)-6-((1S,2S)-2-methyl-1-(5-carbonyl-4,5-dihydro-1,2,4-oxadiazol-3-yl)cyclopropyl)-6H-thieno[2,3-b]pyrrole-5-carboxylic acid CC1(OCC[C@@H](C1)C1=CC2=C(N(C(=C2)C(=O)O)[C@@]2([C@H](C2)C)C2=NOC(N2)=C=O)S1)C